NCN Diaminomethan